6-(4-(tert-Butoxycarbonyl)piperazin-1-yl)-3-formylbenzofuran-2-carboxylic acid C(C)(C)(C)OC(=O)N1CCN(CC1)C1=CC2=C(C(=C(O2)C(=O)O)C=O)C=C1